6E,9E-Pentadecadienal C(C=CC=CCCCCCCCCCC)=O